N1=CN=C2NC=NC2=C1C=1C(=NC=CC1)NC=1C=C(C=CC1C)NC(C1=CC(=NC=C1)C1CC1)=O N-(3-((3-(9H-purin-6-yl)pyridin-2-yl)amino)-4-methylphenyl)-2-cyclopropyl-isonicotinamide